C(C=C)N1C(N(C(C(=C1)C(=O)O)=O)C1=CC=C(C=C1)F)=O 1-allyl-3-(4-fluorophenyl)-2,4-dioxo-1,2,3,4-tetrahydropyrimidine-5-carboxylic acid